2-[4-[[(2'S,7R)-3-(hydroxymethyl)-2'-methyl-2-(trifluoromethyl)spiro[4,5-dihydrothieno[2,3-c]pyran-7,4'-piperidine]-1'-yl]methyl]triazol-1-yl]-2-methyl-propan-1-ol OCC1=C(SC2=C1CCO[C@]21C[C@@H](N(CC1)CC=1N=NN(C1)C(CO)(C)C)C)C(F)(F)F